tert-butyl (2R,3S,4S)-4-tert-butoxycarbonyloxy-2-[(4-methoxyphenyl)methyl]-3-[1-(oxetan-3-ylmethyl)azetidine-3-carbonyl]oxy-pyrrolidine-1-carboxylate C(C)(C)(C)OC(=O)O[C@@H]1[C@H]([C@H](N(C1)C(=O)OC(C)(C)C)CC1=CC=C(C=C1)OC)OC(=O)C1CN(C1)CC1COC1